[W](=O)(=O)(=O)(=O)(=O)(=O)(=O)=O tungsten octaoxide